1-methyl-5-benzyloxypyrazole CN1N=CC=C1OCC1=CC=CC=C1